(R)-N-(1-(4-chlorophenyl)-2,2,2-trifluoroethyl)-5-oxo-1,2,3,5-tetrahydroindolizine-7-sulfonamide ClC1=CC=C(C=C1)[C@H](C(F)(F)F)NS(=O)(=O)C1=CC(N2CCCC2=C1)=O